CC(CO)CO 2-METHYL-1,3-PROPANDIOL